((1R,5S,6S)-3-(7,7-difluoro-2-((R)-2-methylpiperidin-1-yl)-6,7-dihydro-5H-cyclopenta[d]pyrimidin-4-yl)-3-azabicyclo[3.1.0]hex-6-yl)acetic acid FC1(CCC2=C1N=C(N=C2N2C[C@@H]1C([C@@H]1C2)CC(=O)O)N2[C@@H](CCCC2)C)F